N-(isopropyloxycarbonyl)-N-(6-methyl-3-oxo-2,3-dihydro-1,2,4-triazin-4(5H)-yl)carbamic acid isopropyl ester C(C)(C)OC(N(N1C(NN=C(C1)C)=O)C(=O)OC(C)C)=O